(1R,3R)-5-(2-((1R,3aS,7aR,E)-1-((S)-1-((S)-3-ethylpyrrolidin-1-yl)propan-2-yl)-7a-methyl-octahydro-4H-inden-4-ylidene)ethylidene)cyclohexane-1,3-diol C(C)[C@@H]1CN(CC1)C[C@@H](C)[C@H]1CC[C@H]2\C(\CCC[C@]12C)=C\C=C1C[C@H](C[C@@H](C1)O)O